CNC(=S)N N1-methyl-thiourea